2-[2-(2,6-dioxo-3-piperidyl)-4,6-difluoro-1-oxo-isoindoline-5-carbonyl]-3,4-dihydro-1H-isoquinoline-7-carbonitrile O=C1NC(CCC1N1C(C2=CC(=C(C(=C2C1)F)C(=O)N1CC2=CC(=CC=C2CC1)C#N)F)=O)=O